7-(azetidin-3-yloxy)-2-((5-methoxy-7-methyl-1H-indol-4-yl)methyl)-2H-indazole-6-carbonitrile N1CC(C1)OC1=C(C=CC2=CN(N=C12)CC1=C2C=CNC2=C(C=C1OC)C)C#N